CC1=C(C=CC(=C1)C)N1N=NC(=C1)C1=CC(=CC(=C1)C)F 1-(2,4-dimethylphenyl)-4-(3-fluoro-5-methylphenyl)-1H-1,2,3-triazole